OC1(CC(C1)C(=O)N1CC2(C1)CCC(CC2)OC2=CC=C(C=C2)C)C ((1s,3s)-3-Hydroxy-3-methylcyclobutyl)(7-(p-tolyloxy)-2-azaspiro[3.5]nonan-2-yl)methanon